3-aminopropyl-methyldiethoxysilane NCCC[Si](OCC)(OCC)C